O=C1NC(CCC1N1C(C2=CC=CC(=C2C1)C#CCCNC(=O)C1=CC=C(C=N1)C=1N=CC2=C(C=CC=C2C1)C=1C=C2C(=CNC2=C(C1)S(=O)(=O)C)C(=O)NC)=O)=O 5-(3-(6-((4-(2-(2,6-Dioxopiperidin-3-yl)-1-oxoisoindolin-4-yl)but-3-yn-1-yl)carbamoyl)pyridin-3-yl)isoquinolin-8-yl)-N-methyl-7-(methylsulfonyl)-1H-indole-3-carboxamide